((2R,3S,5R)-3-acetoxy-5-(5-(benzylcarbamoyl)-2,4-dioxo-3,4-dihydropyrimidin-1(2H)-yl)tetrahydrofuran-2-yl)methyl acetate C(C)(=O)OC[C@H]1O[C@H](C[C@@H]1OC(C)=O)N1C(NC(C(=C1)C(NCC1=CC=CC=C1)=O)=O)=O